5-{[1-(2-fluorobenzyl)piperidin-4-yl]methoxy}quinazoline FC1=C(CN2CCC(CC2)COC2=C3C=NC=NC3=CC=C2)C=CC=C1